[Na+].[Na+].O[B-]1(C2CC2C2=CC=C(C(=C2O1)C(=O)O)OC1CN(C1)C(CC=1N=CNC1)=O)O.O[B-]1(C2CC2C2=CC=C(C(=C2O1)C(=O)O)OC1CN(C1)C(CC=1N=CNC1)=O)O 5,5-dihydroxy-9-{1-[(1H-imidazol-4-yl)acetyl]azetidin-3-yl}oxy-6-oxa-5-boranuidatricyclo[5.4.0.02,4]undeca-1(11),7,9-triene-8-carboxylic acid disodium salt